pentachlorophenol-13C6 disodium [Na].[Na].Cl[13C]1=[13C]([13C](=[13C]([13C](=[13C]1O)Cl)Cl)Cl)Cl